Cl.ClC1=C(C=CC=C1C=C(C=1N=CC=2CNCCC2C1)F)O 2-chloro-3-(2-fluoro-2-(5,6,7,8-tetrahydro-2,7-naphthyridin-3-yl)vinyl)phenol hydrochloride